BrC1=NC(=C(C2=C1CCC2)Br)[C@H](CC2=CC(=CC(=C2)F)F)NC(OC(C)(C)C)=O (S)-tert-butyl (1-(1,4-dibromo-6,7-dihydro-5H-cyclopenta[c]pyridin-3-yl)-2-(3,5-difluorophenyl)ethyl)carbamate